(3,5-difluoro-4-((6-((1-hydroxypropan-2-yl)oxy)quinolin-4-yl)oxy)phenyl)-4-methoxynicotinamide FC=1C=C(C=C(C1OC1=CC=NC2=CC=C(C=C12)OC(CO)C)F)C1=C(C(=O)N)C(=CC=N1)OC